(2-(undec-1,5-dien-1-yloxy)ethyl)benzene C(=CCCC=CCCCCC)OCCC1=CC=CC=C1